3-(3-(2-(3-(2-carboxy-2-(pyrrolidin-3-yl)ethyl)-N-(2-(3-(2-carboxy-2-(pyrrolidin-3-yl)ethyl)phenoxy)ethyl)benzamido)ethyl)phenyl)-2-(pyrrolidin-3-yl)propanoic acid C(=O)(O)C(CC=1C=C(C(=O)N(CCOC2=CC(=CC=C2)CC(C2CNCC2)C(=O)O)CCC=2C=C(C=CC2)CC(C(=O)O)C2CNCC2)C=CC1)C1CNCC1